3-{4'-[2-(2-ethyl-4-pentylphenyl)ethynyl]-2,6-difluoro-[1,1'-biphenyl]-4-yl}prop-2-ynenitrile C(C)C1=C(C=CC(=C1)CCCCC)C#CC1=CC=C(C=C1)C1=C(C=C(C=C1F)C#CC#N)F